FC(C=1C=C(C=CC1F)C=1C=C2C(=NC1)C=NN2CC=2N=NC(=CC2)C)F 6-[3-(Difluoromethyl)-4-fluoro-phenyl]-1-[(6-methylpyridazin-3-yl)methyl]pyrazolo[4,3-b]pyridine